FC(C1=CC=C(C=C1)[C@@H]1NCCCC1)(F)F (2R)-2-[4-(trifluoromethyl)phenyl]hexahydropyridine